[NH4+].C(CC[C@@H](C(=O)O)NC(=O)C1=CC=C(NCC2=CN=C3N=C(N)NC(=O)C3=N2)C=C1)(=O)[O-] folic acid ammonium salt